5-(((3R)-1-((4-(4-amino-3-(4-phenoxyphenyl)-1H-pyrazolo[3,4-d]pyrimidin-1-yl)-3-fluorocyclohexyl)methyl)piperidin-3-yl)amino)-2-(2,6-dioxopiperidin-3-yl)isoindoline-1,3-dione NC1=C2C(=NC=N1)N(N=C2C2=CC=C(C=C2)OC2=CC=CC=C2)C2C(CC(CC2)CN2C[C@@H](CCC2)NC=2C=C1C(N(C(C1=CC2)=O)C2C(NC(CC2)=O)=O)=O)F